CC(CS(=O)C(=O)N(CC)CC)(C[S@@](=O)C(=O)N(CC)CC)C r-(2,2-dimethylpropane-1,3-diyldisulfinyl)bis(N,N-diethylmethanamide)